FC(C1=NN(C=C1C(=O)Cl)C)F 3-difluoromethyl-1-methylpyrazole-4-carbonyl chloride